COC(=O)C[P+](C1=CC=CC=C1)(C1=CC=CC=C1)C1=CC=CC=C1 (Methoxycarbonylmethyl)triphenylphosphonium